(4-((dimethylamino)methyl)-3-(trifluoromethyl)phenyl)-2-(((3S,4R)-3-hydroxytetrahydro-2H-pyran-4-yl)amino)-N,N-dimethyl-7H-pyrrolo[2,3-d]pyrimidine-6-carboxamide CN(C)CC1=C(C=C(C=C1)C=1C2=C(N=C(N1)N[C@H]1[C@@H](COCC1)O)NC(=C2)C(=O)N(C)C)C(F)(F)F